2-chloro-4-(1-ethoxyvinyl)-5-methyl-pyrimidine ClC1=NC=C(C(=N1)C(=C)OCC)C